4-[cyclopropyl-[4-(5,6,7,8-tetrahydro-1,8-naphthyridin-2-yl)butyl]amino]-2-(3,3-dimethylbutanoylamino)butanoic acid C1(CC1)N(CCC(C(=O)O)NC(CC(C)(C)C)=O)CCCCC1=NC=2NCCCC2C=C1